NC=1C=C(C=CC1)CN1CCOCC1 4-[(3-aminophenyl)methyl]morpholine